CSC=1SC(=C2C1CC1(CC2)OCCO1)C(=O)OCC ethyl 3'-methylsulfanylspiro[1,3-dioxolane-2,5'-6,7-dihydro-4H-2-benzothiophene]-1'-carboxylate